(1R,2S,5S)-3-(2-(3-acetyl-5-(2-methoxypyrimidin-5-yl)-1H-indazol-1-yl)acetyl)-N-(6-bromo-3-methylpyridin-2-yl)-3-azabicyclo[3.1.0]hexane-2-carboxamide C(C)(=O)C1=NN(C2=CC=C(C=C12)C=1C=NC(=NC1)OC)CC(=O)N1[C@@H]([C@@H]2C[C@@H]2C1)C(=O)NC1=NC(=CC=C1C)Br